(E)-hex-3-en CC\C=C\CC